rac-3-exo-allyl-3-endo-(but-3-en-1-yl)bicyclo[2.2.1]heptan-2-one C(C=C)C1(C(C2CCC1C2)=O)CCC=C